FC(C(=O)N(C1C(C1)C1=CC=CC=C1)CC1CCN(CC1)CCCC(=O)N1CC2=CC=C(C=C2C1)C(=O)OC)(F)F Methyl 2-(4-(4-((2,2,2-trifluoro-N-(2-phenylcyclopropyl)acetamido)methyl)piperidin-1-yl)butanoyl)isoindoline-5-carboxylate